(6-bromo-3-pyridinyl)-1H-1,2,4-triazol-5-one BrC1=CC=C(C=N1)N1NC=NC1=O